methyl 7-chloro-2-methoxythieno[3,2-b]pyridine-3-carboxylate ClC1=C2C(=NC=C1)C(=C(S2)OC)C(=O)OC